ClC=1C=C(C=CC1F)NC(N(CC1=NN=C2N1CCCCC2)C2=CC=C(C=C2)OC)=O (3-chloro-4-fluorophenyl)-1-(4-methoxyphenyl)-1-((6,7,8,9-tetrahydro-5H-[1,2,4]triazolo[4,3-a]azepin-3-yl)methyl)urea